CC1=CC=C(C=C1)S(=O)(=O)OCC=1C=NC(=NC1)C (2-methylpyrimidin-5-yl)methyl 4-methylbenzenesulfonate